C(C)(C)(C)C1=NN=C(O1)C=1C(=CC2=C(N(C([C@H](CS2(=O)=O)NC(OC(C)(C)C)=O)=O)CC2=CC=C(C=C2)Cl)C1)Cl tert-butyl N-[(3R)-7-(5-tert-butyl-1,3,4-oxadiazol-2-yl)-8-chloro-5-[(4-chlorophenyl)methyl]-1,1,4-trioxo-2,3-dihydro-1λ6,5-benzothiazepin-3-yl]carbamate